3-{[2-(4-chlorophenyl)imidazo[1,2-a]pyrimidin-3-yl]methyl}-3,8-diazabicyclo[3.2.1]octane-8-carboxylic acid methyl ester COC(=O)N1C2CN(CC1CC2)CC2=C(N=C1N2C=CC=N1)C1=CC=C(C=C1)Cl